benzylidene-bornane C(C1=CC=CC=C1)=C1C2(CCC(C1)C2(C)C)C